acetamidine HCl salt Cl.C(C)(=N)N